C(C)(C)(C)[Si](OC(C#C[Si](C(C)C)(C(C)C)C(C)C)(C#C)C1=CC=CC=C1)(C)C tert-butyldimethyl-((3-phenyl-1-(triisopropylsilyl)pentane-1,4-diyn-3-yl)oxy)silane